4-[1-methyl-4-(trifluoromethyl)imidazol-2-yl]-3-vinyl-benzonitrile CN1C(=NC(=C1)C(F)(F)F)C1=C(C=C(C#N)C=C1)C=C